OC1(C(C=C(C(=C1)O)O)O)O 1,2,4,5-tetrahydroxyphenol